(5-cyclopropylisoxazol-3-yl)(2,4-dichloropyridin-3-yl)methanone C1(CC1)C1=CC(=NO1)C(=O)C=1C(=NC=CC1Cl)Cl